N-(14-amino-3,6,9,12-tetraoxatetradecyl)-2-((2-(2,6-dioxopiperidin-3-yl)-1,3-dioxoisoindolin-5-yl)oxy)acetamide hydrochloride Cl.NCCOCCOCCOCCOCCNC(COC=1C=C2C(N(C(C2=CC1)=O)C1C(NC(CC1)=O)=O)=O)=O